C(C)OC(=O)[C@H]1N[C@H](CC1)CC(=O)OCC (2S,5R)-5-(2-ethoxy-2-oxoethyl)pyrrolidine-2-carboxylic acid ethyl ester